CC1=NOC(=C1NC(OCC1=CC=CC=C1)=O)C1=NC(=C(C=C1)B1OC(C(O1)(C)C)(C)C)C benzyl (3-methyl-5-(6-methyl-5-(4,4,5,5-tetramethyl-1,3,2-dioxaborolan-2-yl)pyridin-2-yl)isoxazol-4-yl)carbamate